BrC1=NC=CC(=C1F)NC(=O)N1CC=2C(=NN3C2C(C[C@H](CC3)O)(F)F)C[C@H]1C |o1:20| (3R,9S*)-N-(2-Bromo-3-fluoropyridin-4-yl)-11,11-difluoro-9-hydroxyl-3-methyl-3,4,8,9,10,11-hexahydro-1H-pyrido[4',3':3,4]pyrazolo[1,5-a]azepine-2(7H)-carboxamide